The molecule is an N-acylphosphatidylethanolamine in which the N-acyl group is specified as hexadecanoyl while the phosphatidyl acyl groups at position 1 and 2 are specified as hexadecanoyl and (9Z,12Z-octadecadienoyl) respectively. It derives from a hexadecanoic acid and a linoleic acid. It is a conjugate acid of a N,1-dipalmitoyl-2-linoleoyl-sn-glycero-3-phosphoethanolamine(1-). CCCCCCCCCCCCCCCC(=O)NCCOP(=O)(O)OC[C@@H](COC(=O)CCCCCCCCCCCCCCC)OC(=O)CCCCCCC/C=C\\C/C=C\\CCCCC